(±)-endo-N-(3-(4-(3-(aminomethyl)phenyl)piperidine-1-carbonyl)phenyl)bicyclo[2.2.2]oct-5-ene-2-carboxamide NCC=1C=C(C=CC1)C1CCN(CC1)C(=O)C=1C=C(C=CC1)NC(=O)C1C2C=CC(C1)CC2